O1C=NC2=C1C=C(C=C2)NC2=NC=C(C(=N2)C2=CNC1=C(C=CC=C21)NC([C@@H](COC)N2CCN(CC2)C)=O)F (R)-N-(3-(2-(benzo[d]oxazol-6-ylamino)-5-fluoropyrimidin-4-yl)-1H-indol-7-yl)-3-methoxy-2-(4-methylpiperazin-1-yl)propanamide